2,6-diacetyl-4,8-dipiperidino-pyrimido[5,4-d]pyrimidine C(C)(=O)C=1N=C(C2=C(N1)C(=NC(=N2)C(C)=O)N2CCCCC2)N2CCCCC2